COCCC=1SC=C(C1)NC(C)(C)C 2-(2-methoxyethyl)-4-(tert-butylamino)thiophene